BrC=1C(=NC=C(C1C=1C=C(C=C2C=NN(C12)C1OCCCC1)C)Br)C1CC1 7-(3,5-dibromo-2-cyclopropyl-4-pyridyl)-5-methyl-1-tetrahydropyran-2-yl-indazol